O=C(CC[C@H]1CNCCO1)C1=C(C=C(C=C1F)C(=O)OC)F (S)-2-(3-oxo-3-(2,6-difluoro-4-(methoxycarbonyl)phenyl)propyl)morpholine